N-methyl-N-methylenemethanaminium iodide [I-].C[N+](C)=C